2-Chloro-4-(8-(4-(4-((1-(3-((2,6-dioxopiperidin-3-yl)amino)phenyl)piperidin-4-yl)methyl)piperazine-1-carbonyl)phenyl)-3-methyl-2,8-diazaspiro[4.5]decan-2-yl)benzonitrile ClC1=C(C#N)C=CC(=C1)N1CC2(CC1C)CCN(CC2)C2=CC=C(C=C2)C(=O)N2CCN(CC2)CC2CCN(CC2)C2=CC(=CC=C2)NC2C(NC(CC2)=O)=O